(E)-3-(2-methoxy-6-methylpyridin-4-yl)acrylonitrile COC1=NC(=CC(=C1)/C=C/C#N)C